FC(OC=1C=C(C=CC1F)C=1C=C2C(=NC1)C(=NN2CC(=O)N(C)C)F)F 2-[6-[3-(Difluoromethoxy)-4-fluoro-phenyl]-3-fluoro-pyrazolo[4,3-b]pyridin-1-yl]-N,N-dimethyl-acetamide